1-(1-(2-(1H-benzo[d]imidazol-1-yl)ethyl)-3-(2-methoxyethyl)-2,4-dioxo-1,2,3,4-tetrahydroquinazolin-6-yl)-3-(3-acetylphenyl)urea N1(C=NC2=C1C=CC=C2)CCN2C(N(C(C1=CC(=CC=C21)NC(=O)NC2=CC(=CC=C2)C(C)=O)=O)CCOC)=O